3-(5-((5-amino-2-oxoindolin-3-ylidene)methyl)furan-2-yl)-N-((1-methylpiperidin-4-yl)methyl)benzamide NC=1C=C2C(C(NC2=CC1)=O)=CC1=CC=C(O1)C=1C=C(C(=O)NCC2CCN(CC2)C)C=CC1